2-chloro-4-[3-(trifluoromethyl)-7,8-dihydro-5H-1,6-naphthyridin-6-yl]quinazoline ClC1=NC2=CC=CC=C2C(=N1)N1CC=2C=C(C=NC2CC1)C(F)(F)F